9-aza-3-oxaspiro[5.5]undecane C1COCCC12CCNCC2